The molecule is an unsaturated fatty acyl-CoA that results from the formal condensation of the thiol group of coenzyme A with the carboxy group of (3R,14Z,17Z,20Z,23Z,26Z,29Z)-3-hydroxydotriacontahexaenoic acid. It is a (R)-3-hydroxyacyl-CoA, a 3-hydroxy fatty acyl-CoA, an unsaturated fatty acyl-CoA and an ultra-long-chain fatty acyl-CoA. It is a conjugate acid of a (3R,14Z,17Z,20Z,23Z,26Z,29Z)-3-hydroxydotriacontahexaenoyl-CoA(4-). CC/C=C\\C/C=C\\C/C=C\\C/C=C\\C/C=C\\C/C=C\\CCCCCCCCCC[C@H](CC(=O)SCCNC(=O)CCNC(=O)[C@@H](C(C)(C)COP(=O)(O)OP(=O)(O)OC[C@@H]1[C@H]([C@H]([C@@H](O1)N2C=NC3=C(N=CN=C32)N)O)OP(=O)(O)O)O)O